N-(benzo[d][1,2]thiazepin-3-yl)-4-(2-chloro-4-hydroxyphenyl)benzamide C1=NS(C=CC2=C1C=CC=C2)NC(C2=CC=C(C=C2)C2=C(C=C(C=C2)O)Cl)=O